FC1=C(C=CC(=N1)C1=CC=2C(=CN=CC2)N1C(=O)OC(C)(C)C)C=1C=NC(=CC1)N(C(=O)OC(C)(C)C)C Tert-Butyl 2-[6-fluoranyl-5-[6-[methyl-[(2-methylpropan-2-yl)oxycarbonyl]amino]pyridin-3-yl]pyridin-2-yl]pyrrolo[2,3-c]pyridine-1-carboxylate